NC1=CC(=C(C(=O)O)C=C1OC)F 4-amino-2-fluoro-5-methoxybenzoic acid